CC=1C2(C3=C(C=CC(=C3C1)C)C)CCC1(CC2)OCCO1 2'',4'',7''-trimethyldispiro[[1,3]dioxolane-2,1'-cyclohexane-4',1''-indene]